N1-((S)-4-methyl-1-oxo-1-(((S)-3-oxo-1-((S)-2-oxopyrrolidin-3-yl)-4-(trifluoromethoxy)butan-2-yl)amino)pentan-2-yl)-N2-(1-(trifluoromethyl)cyclopropyl)oxalamide CC(C[C@@H](C(N[C@@H](C[C@H]1C(NCC1)=O)C(COC(F)(F)F)=O)=O)NC(C(=O)NC1(CC1)C(F)(F)F)=O)C